C1([C@@H](O)[C@H](O)[C@H](O1)CO)C=1C(NC(NC1)=O)=O arabino-furanosyluracil